FC1=CC(=C(C=C1)C1N(C(CC1)C)C(CN1C(O[C@]2(C1=O)CCC1=CC(=CC=C12)NC(=O)NC)=O)=O)C(F)(F)F 1-((1R)-3'-(2-(2-(4-fluoro-2-(trifluoromethyl)phenyl)-5-methylpyrrolidin-1-yl)-2-oxoethyl)-2',4'-dioxo-2,3-dihydrospiro[indene-1,5'-oxazolidine]-5-yl)-3-methylurea